3-(3-methyl-2-oxo-2,3-dihydro-1H-benzo[d]imidazol-5-yl)-N-(5,6,7,8-tetrahydroimidazo[1,2-a]pyridin-7-yl)benzamide CN1C(NC2=C1C=C(C=C2)C=2C=C(C(=O)NC1CC=3N(CC1)C=CN3)C=CC2)=O